FC1=CC(=C2C=C(NC2=C1)I)N(C(OC(C)(C)C)=O)C1CCN(CC1)C tert-butyl (6-fluoro-2-iodo-1H-indol-4-yl)(1-methylpiperidin-4-yl)carbamate